(R)-3-(3-cyano-6-methyl-4-(trifluoromethyl)pyridin-2-yl)-N-methyl-2-oxo-N-m-tolylthiazolidine-4-carboxamide C(#N)C=1C(=NC(=CC1C(F)(F)F)C)N1C(SC[C@H]1C(=O)N(C=1C=C(C=CC1)C)C)=O